5-chloropyrazine-2-carbonyl chloride ClC=1N=CC(=NC1)C(=O)Cl